C(CCCCCC)COCCCC(CC(CC(C)[Mg]Br)C)C 8-heptylmethoxy-1,3,5-trimethyloctyl-magnesium bromide